(4-Bromo-2,3-dihydro-1H-inden-2-yl)methanol BrC1=C2CC(CC2=CC=C1)CO